N-isopropyl-hydroxylamine C(C)(C)NO